pyridyltriazolopyrimidine N1=C(C=CC=C1)C1=NC2=C(C=N1)NN=N2